2,2-diethyl-6-(3-(pyridazin-4-yl)-1,2,4-oxadiazol-5-yl)chroman-4-one C(C)C1(OC2=CC=C(C=C2C(C1)=O)C1=NC(=NO1)C1=CN=NC=C1)CC